C(C)OC(=O)C1=C(N=C(S1)NC1=NC(=CC(=N1)N1CCOCC1)NCC1=CC=C(C=C1)C1=NN=NN1)C 4-methyl-2-[4-morpholin-4-yl-6-[4-(1H-tetrazol-5-yl)benzylamino]pyrimidin-2-ylamino]thiazole-5-carboxylic acid ethyl ester